methyl-1-butyl-pyrrolidinium C[N+]1(CCCC1)CCCC